ClC=1C(=NC(=NC1C(F)F)C)NCC=1N=C(SC1)C1=CC=C(C=C1)C chloro-2-methyl-6-difluoromethyl-N-((2-(4-methylphenyl)thiazol-4-yl)methyl)pyrimidin-4-amine